C(=O)C1=C(C=CC=C1)C#CC=1C=CC(=NC1)C1=CC(=C(C2=CC=CC=C12)O)C(=O)N(C)C 4-[5-[2-(2-formylphenyl)ethynyl]pyridin-2-yl]-1-hydroxy-N,N-dimethylnaphthalene-2-carboxamide